NC1=CC2=C(N(C(=N2)CC[C@@H](C(=O)N[C@H](C(=O)OCC)C(C)C)NC(=O)OC(C)(C)C)C)C=C1 ethyl (2S)-2-[[(2S)-4-(5-amino-1-methyl-benzimidazol-2-yl)-2-(tert-butoxycarbonylamino)butanoyl]amino]-3-methyl-butanoate